2-amino-3-(5-chloro-2-nitrophenyl)propanoic acid NC(C(=O)O)CC1=C(C=CC(=C1)Cl)[N+](=O)[O-]